OB1OCC2=C1C=C(C=C2)C(=O)N[C@@H](C)C(=O)O[C@@H](C)C2=CC=CC=C2 (S)-1-phenylethyl (1-hydroxy-1,3-dihydrobenzo[c][1,2]oxaborole-6-carbonyl)-L-alaninate